3-((4-(4-(2-(1-aminopiperidin-4-yl)ethyl)piperazin-1-yl)-2-fluoro-5-methoxyphenyl)amino)piperidine-2,6-dione NN1CCC(CC1)CCN1CCN(CC1)C1=CC(=C(C=C1OC)NC1C(NC(CC1)=O)=O)F